(Z)-non-6-en-1-yl 8-bromooctanoate BrCCCCCCCC(=O)OCCCCC\C=C/CC